tert-butyl 2-[[5-amino-2-[8-(prop-2-enoylamino)-2-naphthyl]pyrimidine-4-carbonyl]amino]acetate NC=1C(=NC(=NC1)C1=CC2=C(C=CC=C2C=C1)NC(C=C)=O)C(=O)NCC(=O)OC(C)(C)C